CC1(O[C@H]2[C@@H](O1)C(C[C@@H]2C=2C=C(C=C(C2)C=2C=NSC2)NC(C)=O)=O)C N-{3-[(3aR,4R,6aR)-2,2-dimethyl-6-oxo-tetrahydrocyclopenta[d][1,3]dioxol-4-yl]-5-(1,2-thiazol-4-yl)phenyl}acetamide